ClC=1C=C(C2=C(N(C(=N2)C)CC(=O)OC(C)(C)C)C1)C(NC1C(NC(CC1)=O)=O)=O tert-Butyl 2-{6-chloro-4-[(2,6-dioxopiperidin-3-yl)carbamoyl]-2-methyl-1H-1,3-benzodiazol-1-yl}acetate